(3aR,6aR)-hexahydropyrrolo[3,4-b]pyrrole N1C=2[C@H](CC1)CNC2